1-({(5s,7s)-3-[5-(1,1-dimethylethyl)-3-isoxazolyl]-7-methyl-2-oxo-1-oxa-3-azaspiro[4.5]decan-7-yl}methyl)-1H-benzimidazole-6-carbonitrile CC(C)(C)C1=CC(=NO1)N1C(O[C@]2(C1)C[C@@](CCC2)(C)CN2C=NC1=C2C=C(C=C1)C#N)=O